OC=1C=C(C2=CC=CC=C2C1)C1=C(C(=NC=2CC(CCC12)(C)C)N1CC2(CN(C2)C(C=C)=O)CC1)C 1-(6-(4-(3-hydroxy-1-naphthalenyl)-3,7,7-trimethyl-5,6,7,8-tetrahydro-2-quinolinyl)-2,6-diazaspiro[3.4]octan-2-yl)-2-propen-1-one